N-(3-ethynylphenyl)-6,7-bis{[2-(methyloxy)ethyl]oxy}-4-quinazolinamine C(#C)C=1C=C(C=CC1)NC1=NC=NC2=CC(=C(C=C12)OCCOC)OCCOC